methyl 3-(N-(2-(4,4-difluoropiperidin-1-yl)-5-(methylsulfonyl) phenyl) sulfamoyl)-4-ethylbenzoate FC1(CCN(CC1)C1=C(C=C(C=C1)S(=O)(=O)C)NS(=O)(=O)C=1C=C(C(=O)OC)C=CC1CC)F